O1CCC12CN(C2)C2=C(C=C(C=C2)C(F)(F)F)NS(=O)(=O)C=2C=C(C(=O)O)C=CC2OC 3-(N-(2-(1-oxa-6-azaspiro[3.3]heptan-6-yl)-5-(trifluoromethyl)phenyl)sulfamoyl)-4-methoxybenzoic acid